propyne fluorine oxazainate O1NC(=CC=C1)C(=O)O.[F].C#CC